tert-Butyl 4-((2,4-dimethoxybenzyl)amino)-5,7,8,9-tetrahydro-6H-pyrimido[5,4-c]azepine-6-carboxylate COC1=C(CNC2=NC=NC3=C2CN(CCC3)C(=O)OC(C)(C)C)C=CC(=C1)OC